C1(CC1)C=1C2=C(C(N(C1)C1=CC(=CC=C1)C1(CC(C1)OCC)C1=NN=CN1C)=O)NC(=C2)CN2C[C@H](CCC2)C trans-4-cyclopropyl-6-[3-[3-ethoxy-1-(4-methyl-1,2,4-triazol-3-yl)cyclobutyl]phenyl]-2-[[(3s)-3-methylpiperidin-1-yl]methyl]-1H-pyrrolo[2,3-c]pyridin-7-one